methyl 1-amino-7,7-dimethyl-6,7-dihydro-5H-cyclopenta[d]pyridazine-5-carboxylate NC1=NN=CC2=C1C(CC2C(=O)OC)(C)C